BrC=1C=CC2=C(N(C(=N2)CC2=CC=C(C=C2)C(F)(F)F)C(C)C)C1 6-bromo-1-isopropyl-2-(4-(trifluoromethyl)benzyl)-1H-benzo[d]imidazole